C(C)(=O)N(C1=C(C=C(C=C1)C1=CC=C(C=N1)C(=O)NCC=1C(=NC=CC1)C)C)CC1CC(C1)(F)F 6-[4-[acetyl-[(3,3-difluorocyclobutyl)methyl]amino]-3-methyl-phenyl]-N-[(2-methyl-3-pyridyl)methyl]pyridine-3-carboxamide